BrC1=CC2=C(N=C(S2)SCC(=O)NC2=CC(=C(C(=O)OCC)C=C2)O)C=C1 Ethyl 4-(2-((6-bromobenzo[d]thiazol-2-yl)thio)acetamido)-2-hydroxybenzoate